di(iso-butyl) ketone C(C(C)C)C(=O)CC(C)C